NC1=NC2=C(C3=CN=CC=C13)C=C(C=C2)C(=O)N(C2CCC1=CC(=CC=C21)C(F)(F)F)C=2C=NN(C2)C 5-amino-N-(1-methyl-1H-pyrazol-4-yl)-N-(5-(trifluoromethyl)-2,3-dihydro-1H-inden-1-yl)benzo[c][2,6]naphthyridin-9-carboxamide